O=C1N(C=CC=C1)CC1=CC=C(CN2N=CC(=C2)C(=O)[O-])C=C1 1-(4-(2-oxopyridin-1(2H)-yl)methylbenzyl)-1H-pyrazole-4-carboxylate